tert-butyl 5-[(tert-butyldimethylsilyl)oxy]-2-{2-fluoro-6-[3-(hydroxymethyl)azetidin-1-yl]pyridin-3-yl}-1H-indole-1-carboxylate [Si](C)(C)(C(C)(C)C)OC=1C=C2C=C(N(C2=CC1)C(=O)OC(C)(C)C)C=1C(=NC(=CC1)N1CC(C1)CO)F